tert-butyl (S)-5-amino-4-(5-(((R)-1-(3,5-dichloropyridin-2-yl)-2,2,2-trifluoroethyl) carbamoyl)-1-oxoisoindolin-2-yl)-5-oxopentanoate NC([C@H](CCC(=O)OC(C)(C)C)N1C(C2=CC=C(C=C2C1)C(N[C@@H](C(F)(F)F)C1=NC=C(C=C1Cl)Cl)=O)=O)=O